4-(4-dihydroxyboryl-butyl)-1-((1-(cyclohexanoyloxy)-2-methylpropyloxy)carbonyl)octahydropyrrolo[3,4-b]pyrrole-4-carboxylic acid hydrochloride Cl.OB(CCCCC1(NCC2N(CCC21)C(=O)OC(C(C)C)OC(=O)C2CCCCC2)C(=O)O)O